ClC=1C=C2C(NC(=NC2=CC1)CN1C2=C(CCCC1)C=CC=C2)=O 6-chloro-2-((2,3,4,5-tetrahydro-1H-benzo[b]azepin-1-yl)methyl)quinazolin-4(3H)-one